1-(4-(2-(4-chlorophenyl)but-3-yn-2-yl)thiazol-2-yl)-3-(1-(4-methylbenzyl)pyrrolidin-3-yl)urea ClC1=CC=C(C=C1)C(C)(C#C)C=1N=C(SC1)NC(=O)NC1CN(CC1)CC1=CC=C(C=C1)C